2-(6-chloro-5-(1,3-dioxolan-2-yl)-Methyl 2-methylpyrimidin-4-yl)acetate ClC1=C(C(=NC(N1C)C)CC(=O)[O-])C1OCCO1